methyl-α-carbomethoxy-p-methoxycinnamate COC(C(=CC1=CC=C(C=C1)OC)C(=O)OC)=O